N-[2-(3-hydroxy-3-methyl-butyl)-7-methoxy-imidazo[1,2-a]pyridin-6-yl]-1-methyl-2-oxo-pyridine-3-carboxamide OC(CCC=1N=C2N(C=C(C(=C2)OC)NC(=O)C=2C(N(C=CC2)C)=O)C1)(C)C